5,5-dimethyl-1,2-oxathiolane-4-one 2,2-dioxide CC1(C(CS(O1)(=O)=O)=O)C